FC1=CC(=CC2=C1NC([C@H](CO2)NC(=O)C2=NN1C(CCC[C@H]1CCC)=N2)=O)F (5R)-N-[(3S)-6,8-difluoro-4-oxo-3,5-dihydro-2H-1,5-benzoxazepin-3-yl]-5-propyl-5,6,7,8-tetrahydro-[1,2,4]triazolo[1,5-a]pyridine-2-carboxamide